O=C1C[C@@H]2[C@@H](CN(C2)C(=O)OC(C)(C)C)C1 |r| rac-tert-butyl (3aR,6aS)-5-oxohexahydrocyclopenta[c]pyrrole-2(1H)-carboxylate